[2H]C1(SC2=C(C=NC1)C=CC=C2)[2H] 2,2-dideutero-1,4-benzothiazepine